FCC(=O)N[C@H]1C(O)O[C@@H]([C@H]([C@@H]1O)O)CO N-fluoroacetyl-D-glucosamine